N1(C=NC=C1)C1=CC(=CC(=N1)C(=O)NC1=CC(=NC=C1)C(F)(F)F)OC1(COC1)C 6-(1H-imidazol-1-yl)-4-((3-methyloxetan-3-yl)oxy)-N-(2-(trifluoromethyl)pyridin-4-yl)pyridinecarboxamide